NC1=C(C(=NN1C(C)C)C1=C(C(=C(C=C1)OC1=CC=CC=C1)F)F)C(=O)N 5-amino-3-(2,3-difluoro-4-phenoxyphenyl)-1-isopropyl-1H-pyrazole-4-carboxamide